CC=1OC(=C(N1)C)C1=CC(=C(C=C1)NC=1N=CC2=C(N1)C(=NC(=C2)C)N2CC(C2)(C#N)C)OC 1-(2-((4-(2,4-dimethyloxazol-5-yl)-2-methoxyphenyl)amino)-6-methylpyrido[3,4-d]pyrimidin-8-yl)-3-methylazetidine-3-carbonitrile